fluorophenyl-5H-[1,2,3]oxathiazole 2,2-dioxide FC1C(=NS(O1)(=O)=O)C1=CC=CC=C1